mono-fucosyllactose C1([C@@H](O)[C@H](O)[C@H](O)[C@@H](O1)C)C1(O)[C@H](O)[C@@H](O)[C@H](O[C@H]2[C@H](O)[C@@H](O)[C@@H](O)[C@H](O2)CO)[C@H](O1)CO